N(=[N+]=[N-])CC1=C(C=CC(=C1F)Br)SC [2-(azidomethyl)-4-bromo-3-fluorophenyl](methyl)sulfane